COC=1C=C2C=C(C=NC2=C(C1)N1CCC(CC1)CC(F)(F)F)C(=O)O 6-methoxy-8-(4-(2,2,2-trifluoroethyl)piperidin-1-yl)quinoline-3-carboxylic acid